SCC(=CCO)C 4-mercapto-3-methylbut-2-en-1-ol